O[C@@H]1C[C@H](N(C1)C(=O)[C@@H](C(C)C)C1=CC(=NO1)CN(C(OC(C)(C)C)=O)C)C(N[C@@H](C)C1=CC=C(C=C1)C1=C(N=CS1)C)=O tert-butyl N-[[5-[(1S)-1-[(2S,4R)-4-hydroxy-2-[[(1S)-1-[4-(4-methylthiazol-5-yl)phenyl]ethyl]carbamoyl]pyrrolidine-1-carbonyl]-2-methyl-propyl]isoxazol-3-yl]methyl]-N-methyl-carbamate